6-(tert-butyloxycarbonyl)-4,5,6,7-tetrahydro-1H-pyrazolo[3,4-c]Pyridine-3-carboxylic acid C(C)(C)(C)OC(=O)N1CC2=C(CC1)C(=NN2)C(=O)O